3-(7-(bromomethyl)-5-chloro-3H-imidazo[4,5-b]pyridin-3-yl)thietane 1,1-dioxide BrCC1=C2C(=NC(=C1)Cl)N(C=N2)C2CS(C2)(=O)=O